4-chloro-9H-carbazole ClC1=CC=CC=2NC3=CC=CC=C3C12